ClC1=CNC2=NC=CC(=C21)OC2=C(C=C(C=C2F)NC=2OC[C@H](CN2)CO)F |r| (+/-)-[2-({4-[(3-chloro-1H-pyrrolo[2,3-b]pyridin-4-yl)oxy]-3,5-difluorophenyl}amino)-5,6-dihydro-4H-1,3-oxazin-5-yl]methanol